CS(=O)(=O)[O-].[Sn+4].ClC1=C(OCC=2C=C(C(=O)N)C=CC2)C(=CC(=C1)\C=C\C(=O)C1=CC(=CC=C1)O)OC.CS(=O)(=O)[O-].CS(=O)(=O)[O-].CS(=O)(=O)[O-] (E)-3-((2-chloro-4-(3-(3-hydroxyphenyl)-3-oxoprop-1-en-1-yl)-6-methoxyphenoxy)methyl)benzamide Tin methanesulfonate